6-methyl-4-(1-methyl-2-oxo-5-phenyl-1,2-dihydropyridin-4-yl)-7-oxo-1-tosyl-6,7-dihydro-1H-pyrrolo[2,3-c]pyridine-2-carbaldehyde CN1C(C2=C(C(=C1)C1=CC(N(C=C1C1=CC=CC=C1)C)=O)C=C(N2S(=O)(=O)C2=CC=C(C)C=C2)C=O)=O